2-(2,6-dioxopiperidin-3-yl)-4-fluoro-6-(((1-(4-((3S,4R)-7-hydroxy-3-phenylchroman-4-yl)phenyl)piperidin-4-yl)(methyl)amino)methyl)isoindoline-1,3-dione O=C1NC(CCC1N1C(C2=CC(=CC(=C2C1=O)F)CN(C)C1CCN(CC1)C1=CC=C(C=C1)[C@H]1[C@H](COC2=CC(=CC=C12)O)C1=CC=CC=C1)=O)=O